3-(aminomethyl)-4,6-dimethyl-1,2-dihydropyridin-2-one HCl salt Cl.NCC=1C(NC(=CC1C)C)=O